CC1(CC1)S(=O)(=O)C1(CC1)CN1C(C2=C(CC1)C(=NN2)C(=O)[O-])=O 6-((1-((1-methylcyclopropyl)sulfonyl)cyclopropyl)methyl)-7-oxo-4,5,6,7-tetrahydro-1H-pyrazolo[3,4-c]pyridine-3-carboxylate